C1(CCCC1)C1=NC=CC(=C1)C1=CC(=C(C=C1F)[C@H](C)NC1=NC=CC2=C1CN(C2=O)CC)F (S)-4-((1-(4-(2-cyclopentylpyridin-4-yl)-2,5-difluorophenyl)ethyl)amino)-2-ethyl-2,3-dihydro-1H-pyrrolo[3,4-c]pyridin-1-one